C1(=CC=CC=C1)[Pt](C1=CC=CC=C1)(C1=CC=CC=C1)(C1=CC=CC=C1)(C1=CC=CC=C1)(C1=CC=CC=C1)(C1=CC=CC=C1)C1=CC=CC=C1 octaphenyl-platinum